BrC1=CC=C(OC(C(=O)O)C)C=C1 2-(4-bromophenoxy)propionic acid